ClC1=CC(=C2C=NNC2=C1)C=1C=NN(C1)CC(C)C 6-chloro-4-(1-isobutyl-1H-pyrazol-4-yl)-1H-indazole